N-(3-(N-(6-aminohexyl)-N-(4-bromophenyl)sulfamoyl)-4-methoxyphenyl)-1H-imidazole-5-carboxamide NCCCCCCN(S(=O)(=O)C=1C=C(C=CC1OC)NC(=O)C1=CN=CN1)C1=CC=C(C=C1)Br